tert-butyl (2R,5S)-4-(2-(((tert-butyldimethylsilyl) oxy) methyl)-5-chloro-3-methyl-3H-imidazo[4,5-b]pyridin-7-yl)-2,5-dimethylpiperazine-1-carboxylate [Si](C)(C)(C(C)(C)C)OCC1=NC=2C(=NC(=CC2N2C[C@H](N(C[C@@H]2C)C(=O)OC(C)(C)C)C)Cl)N1C